di-(m-chlorophenyl)methylene(cyclopentadienyl)(2,7-dimethyl-3,6-di-tert-butylfluorenyl)zirconium dichloride [Cl-].[Cl-].ClC=1C=C(C=CC1)C(=[Zr+2](C1=C(C(=CC=2C3=CC(=C(C=C3CC12)C)C(C)(C)C)C(C)(C)C)C)C1C=CC=C1)C1=CC(=CC=C1)Cl